C1NNC2C1=C1C3=CC=CC=C3C=NC1=CC2 tetrahydro-3H-pyrazolo[4,3-a]phenanthridine